C(C)(C)N1CCN(CC1)C1=CC=C(C=C1)C1=C(CCC=2C=CC(=CC12)O)C=1CCNCC1 8-(4-(4-isopropylpiperazin-1-yl)phenyl)-7-(1,2,3,6-tetrahydropyridin-4-yl)-5,6-dihydronaphthalene-2-ol